FC(S(=O)(=O)OC1=NSC=2C1=NC(=CC2Cl)N2[C@@H](COCC2)C)(F)F 7-chloro-5-[(3R)-3-methylmorpholin-4-yl]-[1,2]thiazolo[4,5-b]pyridin-3-yl trifluoromethanesulfonate